N[C@@H]1CN(CC1)C1=C2C=NNC2=CC(=C1)C=1C(=C(C=C(C1)F)C1=CC(=C(C=C1)N1C(N(C=C1)C)=O)Cl)O (S)-1-(3'-(4-(3-aminopyrrolidin-1-yl)-1H-indazol-6-yl)-3-chloro-5'-fluoro-2'-hydroxy-[1,1'-biphenyl]-4-yl)-3-methyl-1H-imidazol-2(3H)-one